(rac)-(2s,4s)-2-(6-(p-Tolyl)-3-azabicyclo[4.1.0]heptan-3-carbonyl)-7-oxa-5-azaspiro[3.4]octan-6-on C1(=CC=C(C=C1)C12CCN(CC2C1)C(=O)C1CC2(C1)NC(OC2)=O)C